5-(((1-(4-((5-chloro-4-((2-(dimethylphosphono)phenyl)amino)pyrimidin-2-yl)amino)-3-methoxyphenyl)piperidin-4-yl)amino)methyl)-2-(2,6-dioxopiperidin-3-yl)-6-fluoroisoindoline-1,3-dione ClC=1C(=NC(=NC1)NC1=C(C=C(C=C1)N1CCC(CC1)NCC=1C=C2C(N(C(C2=CC1F)=O)C1C(NC(CC1)=O)=O)=O)OC)NC1=C(C=CC=C1)P(=O)(OC)OC